(S)-2-(((benzyloxy)carbonyl)amino)-3-(4-fluorophenyl)propionic acid C(C1=CC=CC=C1)OC(=O)N[C@H](C(=O)O)CC1=CC=C(C=C1)F